(Z)-5-(4-fluoro-3-methoxybenzylidene)-3-((tetrahydro-2H-pyran-4-yl)methyl)oxazolidine-2,4-dione FC1=C(C=C(\C=C/2\C(N(C(O2)=O)CC2CCOCC2)=O)C=C1)OC